O1CC(C1)C(=O)N1CC2(C1)C[C@@H](CC2)N2CCN(CC2)C2=NC=CC=C2C2=NC=CN=C2 oxetan-3-yl-[(6R)-6-[4-(3-pyrazin-2-yl-2-pyridyl)piperazin-1-yl]-2-azaspiro[3.4]octan-2-yl]methanone